tert-Butyl (3,4-dichloro-2-hydroxyphenyl)carbamate ClC=1C(=C(C=CC1Cl)NC(OC(C)(C)C)=O)O